ClC1=CC=2N(N=C1)C=NC2CC(=O)NC2=NC=NC(=C2)NCC=2N=C1N(C=C(C=C1N1C(N(C(C1)=O)C)=O)C1CC1)C2 2-(3-chloroimidazo[1,5-b]pyridazin-5-yl)-N-(6-(((6-cyclopropyl-8-(3-methyl-2,4-dioxoimidazolidin-1-yl)imidazo[1,2-a]pyridin-2-yl)methyl)amino)pyrimidin-4-yl)acetamide